COC1=C(C(=CC=C1)OC)S(=O)(=O)NC1=NOC2=C1C(=CC(=C2)C=2SC=C(N2)N2CCN(CC2)C(=O)OC(C)(C)C)OC tert-butyl 4-(2-(3-((2,6-dimethoxyphenyl)sulfonamido)-4-methoxybenzo[d]isoxazol-6-yl)thiazol-4-yl)piperazine-1-carboxylate